acetaldoxime C(C)=NO